1-Bromo-2-isoprop-oxybenzene BrC1=C(C=CC=C1)OC(C)C